(3AS,4R,6aR)-4-(4-dihydroxyboryl-butyl)-1-(butyryloxymethyl)octahydropyrrolo[3,4-b]pyrrole-4-carboxylic acid OB(CCCC[C@]1(NC[C@@H]2N(CC[C@@H]21)COC(CCC)=O)C(=O)O)O